CC1=C(C=C(C(=O)N)C=C1)NC1=C2C(=NC=N1)N(N=C2)C2=CC=CC=C2 4-methyl-3-(1-phenyl-1H-pyrazolo[3,4-d]pyrimidin-4-ylamino)benzamide